1-((1H-indazol-4-yl)methyl)-5-bromo-N-methyl-2-oxo-1,2-dihydropyridine-3-carboxamide N1N=CC2=C(C=CC=C12)CN1C(C(=CC(=C1)Br)C(=O)NC)=O